5-methyl-2,3-dihydrobenzo[b][1,4]dioxin-6-amine CC1=C(C=CC=2OCCOC21)N